Ethyl 2-[(1R,3R)-3-[(2S,3S)-N-(hexyloxy)-3-methyl-2-{[(2R)-1-methylpiperidin-2-yl]formamido} pentanamido]-1-hydroxy-4-methylpentyl]-1,3-thiazole-4-carboxylate C(CCCCC)ON(C([C@H]([C@H](CC)C)NC(=O)[C@@H]1N(CCCC1)C)=O)[C@H](C[C@@H](O)C=1SC=C(N1)C(=O)OCC)C(C)C